tri-(t-butylperoxy)triazine C(C)(C)(C)OOC1=C(C(=NN=N1)OOC(C)(C)C)OOC(C)(C)C